(6R)-6-{[2-(4-methoxyphenyl)-7-(propane-2-sulfonyl)[1,2,4]triazolo[1,5-c]quinazolin-5-yl]amino}-1,4-diazepin-5-one COC1=CC=C(C=C1)C1=NN2C(=NC=3C(=CC=CC3C2=N1)S(=O)(=O)C(C)C)NC=1C(N=CC=NC1)=O